tert-butyl-1,2,3-oxathiazole-3-carboxylate 2,2-dioxide C(C)(C)(C)C=1N(S(OC1)(=O)=O)C(=O)[O-]